N-(3-(5-amino-6-cyanopyridin-2-yl)cyclohex-3-en-1-yl)benzamide NC=1C=CC(=NC1C#N)C=1CC(CCC1)NC(C1=CC=CC=C1)=O